ClC=1C=C(C=CC1Cl)C(=O)N1C(C=2N(CC1)C(=NN2)C2=NC(=NS2)C)CCOCF (3,4-Dichlorophenyl)(8-(2-(fluoromethoxy)ethyl)-3-(3-methyl-1,2,4-thiadiazol-5-yl)-5,6-dihydro-[1,2,4]triazolo[4,3-a]pyrazin-7(8H)-yl)methanone